4-formyl-N-hydroxybenzamide C(=O)C1=CC=C(C(=O)NO)C=C1